ClC1=NC=C(C(=N1)NC1C(CCCC1)C#N)C 2-((2-chloro-5-methylpyrimidin-4-yl)amino)cyclohexane-1-carbonitrile